C1(CC1)N(C(OC(C)(C)C)=O)S(NCC(C)C1CCN(CC1)C1=CC=NC2=CC(=C(C=C12)OC)OC)(=O)=O tert-butyl N-cyclopropyl-N-(2-(1-(6,7-dimethoxyquinolin-4-yl)piperidin-4-yl)propyl)sulfamoylcarbamate